6-chloro-5-fluoro-3,3,8-trimethyl-3,4-dihydro-1H-quinoxaline-2-thione ClC=1C(=C2NC(C(NC2=C(C1)C)=S)(C)C)F